Tert-butyl 2-{hydroxy[3-(4-methylpiperazin-1-yl)phenyl]methyl}-4-methyl-5H,6H,7H-pyrrolo[3,4-d]pyrimidine-6-carboxylate OC(C=1N=C(C2=C(N1)CN(C2)C(=O)OC(C)(C)C)C)C2=CC(=CC=C2)N2CCN(CC2)C